FC(COC=1C=NC(=NC1)C=1C(=NC=CN1)C(C)N)F 1-[3-[5-(2,2-difluoroethoxy)-pyrimidin-2-yl]-pyrazin-2-yl]-ethanamine